methyl(2-methyl-6-(5-(trifluoromethyl)-1,2,4-oxadiazol-3-yl)imidazo[1,2-a]pyridin-3-yl)(phenylimino)-λ6-sulfanone CS(=O)(=NC1=CC=CC=C1)C1=C(N=C2N1C=C(C=C2)C2=NOC(=N2)C(F)(F)F)C